2-amino-5-(3-chloro-4-((2-methylpyrrolidin-1-yl)methyl)phenyl)-N-(4-hydroxy-4-methylcyclohexyl)nicotinamide NC1=C(C(=O)NC2CCC(CC2)(C)O)C=C(C=N1)C1=CC(=C(C=C1)CN1C(CCC1)C)Cl